N-methyl-2-(2-phenyl-2H-1,2,3-triazol-4-yl)-N-[(3S)-pyrrolidin-3-yl]-1,3-thiazole-4-carboxamide CN(C(=O)C=1N=C(SC1)C1=NN(N=C1)C1=CC=CC=C1)[C@@H]1CNCC1